(S)-6-chloro-4-(cyclopropylethynyl)-7-(hydroxymethyl)-4-(trifluoromethyl)-3,4-dihydroquinazolin-2(1H)-one ClC=1C=C2[C@](NC(NC2=CC1CO)=O)(C(F)(F)F)C#CC1CC1